2-chloro-N-[3-(3-chloro-4-cyano-phenoxy)-2,2,4,4-tetramethyl-cyclobutyl]-pyrimidine-5-carboxamide ClC1=NC=C(C=N1)C(=O)NC1C(C(C1(C)C)OC1=CC(=C(C=C1)C#N)Cl)(C)C